C(C)(C)(C)OC(=O)N1CCN(CC1)C1=CC=C2C(=NC(=NC2=C1)N1[C@@H](CCC1)CO)NC=1N=CN(C1)C1=CC(=C(C(=C1)OC)OC)OC (S)-4-(2-(2-(hydroxymethyl)pyrrolidin-1-yl)-4-((1-(3,4,5-trimethoxyphenyl)-1H-imidazol-4-yl)amino)quinazolin-7-yl)piperazine-1-carboxylic acid tert-butyl ester